3-((3-exo)-3-((9-methyl-6-((5-methyl-1H-pyrazol-3-yl)amino)-9H-purin-2-yl)amino)-8-azabicyclo[3.2.1]octan-8-yl)propionitrile CN1C2=NC(=NC(=C2N=C1)NC1=NNC(=C1)C)NC1CC2CCC(C1)N2CCC#N